NC(COC=1C=C(CN2CCC3(CN(C3)C(=O)OC(C)(C)C)CC2)C=CC1[N+](=O)[O-])=O tert-butyl 7-[3-(2-amino-2-oxoethoxy)-4-nitrobenzyl]-2,7-diazaspiro[3.5]nonane-2-carboxylate